6-((1-Acetylpiperidin-4-yl)amino)-2-hydroxypyrimidine-4-carboxylic acid methyl ester COC(=O)C1=NC(=NC(=C1)NC1CCN(CC1)C(C)=O)O